C(C)C1=C(C=C(N(C)C2=CC=C(OC=3N=C(C4=C(N3)C=NC=C4)O)C=C2)C=C1)N1CCOCC1 2-[4-(4-ethyl-N-methyl-3-morpholin-4-ylanilino)phenoxy]pyrido[3,4-d]pyrimidin-4-ol